3,4-diamino-1-benzyl-pyridine bromide [Br-].NC=1CN(C=CC1N)CC1=CC=CC=C1